C(C1=CC=CC=C1)OCCCCCC#C[Si](C)(C)C (7-(benzyloxy)hept-1-yn-1-yl)trimethylsilane